C(C1=CC=CC=C1)N1B(NC2=C3C1=CC=CC3=CC=C2)C=2C(=C3CC(CC3=C(C2C)C)(C(=O)OC)C(=O)OC)C (S)-dimethyl 5-(1-benzyl-1H-naphtho[1,8-de][1,3,2]diazaborinin-2(3H)-yl)-4,6,7-trimethyl-1,3-dihydro-2H-indene-2,2-dicarboxylate